1,4-oxazepane-6-carbonitrile O1CCNCC(C1)C#N